[Na+].[Na+].NC1=NC(=NC(=N1)NC1=CC=CC=C1)NC=1C=C(C(=CC1)C=CC=1C(=CC(=CC1)NC1=NC(=NC(=N1)N)NC1=CC=CC=C1)S(=O)(=O)[O-])S(=O)(=O)[O-] 4,4'-bis((4-amino-6-anilino-1,3,5-triazin-2-yl)amino)stilbene-2,2'-disulfonic acid disodium salt